methyl 2-(4-(6-amino-3-(trifluoromethyl) pyridin-2-yl) phenyl)-2-methylpropionate NC1=CC=C(C(=N1)C1=CC=C(C=C1)C(C(=O)OC)(C)C)C(F)(F)F